O[C@]1(C(N(CC1)C)=O)C#CC=1C=C(C=CC1)C=1N=CC2=C(N1)C(NC=C2)=O (S)-2-[3-[2-(3-hydroxy-1-methyl-2-oxo-pyrrolidin-3-yl)ethynyl]phenyl]-7H-pyrido[3,4-d]pyrimidin-8-one